COC1=CC=C(C=C1)C1=NC2=CC=CC=C2C(=C1)NCCCNCCCO 3-((3-((2-(4-Methoxyphenyl)quinolin-4-yl)amino)propyl)amino)-propan-1-ol